ClC=1C=C2CN(CC2=CC1C(F)(F)F)C(CCC1(C(NC(N1)=O)=O)C=1SC=CN1)=O 5-(3-(5-chloro-6-(trifluoromethyl)isoindolin-2-yl)-3-oxopropyl)-5-(thiazol-2-yl)imidazolidine-2,4-dione